Cl.N1=CC(=CC=C1)CCC(=O)OCC ethyl 3-(3-pyridyl)-propanoate HCl salt